benzylethylamine chloride [Cl-].C(C1=CC=CC=C1)NCC